O1C[C@H](CCC1)C=1C=NN(C1)C1=NNC=C1 (R)-4-(4,6-dihydro-2H-pyran-3-yl)-1-(1H-pyrazol-3-yl)-1H-pyrazol